2-chloro-N-(2-fluoro-4-methyl-3-(2-(oxetan-3-ylamino)-8,9-dihydroimidazo[1',2':1,6]pyrido[2,3-d]pyrimidin-6-yl)phenyl)benzenesulfonamide ClC1=C(C=CC=C1)S(=O)(=O)NC1=C(C(=C(C=C1)C)C1=CC2=C(N=C(N=C2)NC2COC2)N2C1=NCC2)F